(2S,4R)-1-(2-(3-acetyl-5-(2-(1-hydroxyethyl)pyrimidin-5-yl)-7-methyl-1H-indazol-1-yl)acetyl)-N-(6-bromopyridin-2-yl)-4-fluoropyrrolidine-2-carboxamide C(C)(=O)C1=NN(C2=C(C=C(C=C12)C=1C=NC(=NC1)C(C)O)C)CC(=O)N1[C@@H](C[C@H](C1)F)C(=O)NC1=NC(=CC=C1)Br